BrC=1C=NC(=NC1)N1N=CN=C1[C@H](C)[NH3+] [(1S)-1-[2-(5-bromopyrimidin-2-yl)-1,2,4-triazol-3-yl]ethyl]ammonium